6-(4-((2-(4-Methylpiperidin-1-yl)-5-oxo-5,6-dihydropyrimido[4,5-d]pyridazin-4-yl)amino)phenyl)-6-azaspiro[2.5]octan CC1CCN(CC1)C=1N=C(C2=C(C=NNC2=O)N1)NC1=CC=C(C=C1)N1CCC2(CC2)CC1